2-(2-methoxy-2-oxoethyl)-4-(4-methoxybenzyl)-5-(((methylsulfonyl)oxy)methyl)piperazine-1-carboxylic acid tert-butyl ester C(C)(C)(C)OC(=O)N1C(CN(C(C1)COS(=O)(=O)C)CC1=CC=C(C=C1)OC)CC(=O)OC